C1(CCCC1)C(=O)N1C(CNCC1)CC1=C(N=C2N1C=CC=C2)C2=CC=C(C=C2)C Cyclopentyl({[2-(4-methylphenyl)imidazo[1,2-a]pyridine-3-yl]methyl}piperazin-1-yl)methanone